2-(2-fluoro-4-iodoanilino)-5-[[3-fluoro-2-(2-methoxyethylsulfamoylamino)pyridin-4-yl]methyl]-N-methoxy-1-methyl-6-oxopyridine-3-carboxamide FC1=C(NC=2N(C(C(=CC2C(=O)NOC)CC2=C(C(=NC=C2)NS(NCCOC)(=O)=O)F)=O)C)C=CC(=C1)I